N-(4-(4-amino-3-(3-chloro-4-((4-methylpyrimidin-2-yl)oxy)phenyl)-7-(1-methyl-1H-pyrazol-4-yl)thieno[3,2-c]pyridin-2-yl)-3-cyanophenyl)methacrylamide NC1=NC=C(C2=C1C(=C(S2)C2=C(C=C(C=C2)NC(C(=C)C)=O)C#N)C2=CC(=C(C=C2)OC2=NC=CC(=N2)C)Cl)C=2C=NN(C2)C